(2R)-N2-[4-(4,4,5,5-tetramethyl-1,3,2-dioxaborolan-2-yl)phenyl]-N1-[4-(trifluoromethyl)phenyl]pyrrolidine-1,2-dicarboxamide CC1(OB(OC1(C)C)C1=CC=C(C=C1)NC(=O)[C@@H]1N(CCC1)C(=O)NC1=CC=C(C=C1)C(F)(F)F)C